N\C(\C)=N\C(=N\S(=O)(=O)C1=CC=C(C=C1)C(F)(F)F)\N1N=C(C(CC1)C1=CC=CC=C1)C1=CC=C(C=C1)Cl (Z)-N-((E)-1-aminoethylidene)-3-(4-chlorophenyl)-4-phenyl-N'-((4-(trifluoromethyl)phenyl)sulfonyl)-5,6-dihydropyridazine-1(4H)-carboximidamide